Dodecanoyl-Cystine C(CCCCCCCCCCC)(=O)C([C@@H](C(=O)O)N)SSC[C@@H](C(=O)O)N